OCCN(CCN)CCO N',N'-bis(2-hydroxyethyl)ethylenediamine